4-(1-benzyl-3-methylpyrrolidin-3-yl)aniline C(C1=CC=CC=C1)N1CC(CC1)(C)C1=CC=C(N)C=C1